FC=1C=C(C=CC1OC1=C2C(=NC=C1)NN=C2N[C@H](CO)CCOC)NC(=O)C=2C(N(N=CC2)C2=CC=C(C=C2)F)=O (S)-N-(3-fluoro-4-((3-((1-hydroxy-4-meth-oxybutan-2-yl)amino)-1H-pyrazolo[3,4-b]-pyridin-4-yl)oxy)-phenyl)-2-(4-fluoro-phenyl)-3-oxo-2,3-dihydropyridazine-4-carboxamide